(2S,4S)-4-amino-2-(cyanomethyl)piperidine-1-carboxylic acid tert-butyl ester C(C)(C)(C)OC(=O)N1[C@@H](C[C@H](CC1)N)CC#N